4-[4-[[6-[2-[Tert-butoxycarbonyl(2,2,2-trifluoroethyl)amino]-4-pyridyl]pyridine-2-carbonyl]amino]-3-carbamoyl-pyrazol-1-yl]benzoic acid C(C)(C)(C)OC(=O)N(C1=NC=CC(=C1)C1=CC=CC(=N1)C(=O)NC=1C(=NN(C1)C1=CC=C(C(=O)O)C=C1)C(N)=O)CC(F)(F)F